((2-methyl-3-((methylamino)methyl)benzofuran-7-yl)oxy)indoline-1-carboxylic acid tert-butyl ester C(C)(C)(C)OC(=O)N1C(CC2=CC=CC=C12)OC1=CC=CC=2C(=C(OC21)C)CNC